FC1=C(C=CC=C1C[C@@H]1N(CC[C@@H]1NS(=O)(=O)C)C(C(C)(C)O)=O)C1=CC(=CC=C1)F N-((2S,3S)-2-((2,3'-difluorobiphenyl-3-yl)methyl)-1-(2-hydroxy-2-methylpropanoyl)pyrrolidin-3-yl)methanesulfonamide